methyl (S)-2-fluoro-3-(1-pivaloylpiperidin-3-yl)benzoate FC1=C(C(=O)OC)C=CC=C1[C@H]1CN(CCC1)C(C(C)(C)C)=O